ClC1=CC=CC=2C(=C(OC21)CC(C(=O)N)=C)C ((7-chloro-3-methylbenzofuran-2-yl)methyl)acrylamide